[N+](=O)([O-])C=1C=CC(=NC1)C#CC1=CC=CC=C1 5-nitro-2-(phenylethynyl)pyridine